4-(6-(4-acrylamidophenyl)-4-aminopyrazolo[5,1-f][1,2,4]triazin-5-yl)-N-(bicyclo[1.1.1]pentan-1-yl)-2-methoxybenzamide C(C=C)(=O)NC1=CC=C(C=C1)C1=NN2N=CN=C(C2=C1C1=CC(=C(C(=O)NC23CC(C2)C3)C=C1)OC)N